CO[Si](CCCN(CCC[Si](OC)(OC)OC)CCC[Si](OC)(OC)OC)(OC)OC 3-(Trimethoxysilyl)-N,N-bis[3-(trimethoxysilyl)propyl]-1-propanamine